tert-butyl ((S)-4-methyl-1-oxo-1-(((R)-phenylsulfinyl)amino)pentan-2-yl)carbamate CC(C[C@@H](C(N[S@](=O)C1=CC=CC=C1)=O)NC(OC(C)(C)C)=O)C